1,2,2-trimethyl-azocane nonyl-3-((4-imino-4-((2-((2-(4-(2-(4-((3-(nonyloxy)-3-oxopropyl)thio)butanimidamido)ethyl)piperazin-1-yl)ethyl)amino)ethyl)amino)butyl)thio)propanoate C(CCCCCCCC)OC(CCSCCCC(NCCNCCN1CCN(CC1)CCNC(CCCSCCC(=O)OCCCCCCCCC)=N)=N)=O.CN1C(CCCCCC1)(C)C